C1(CC1)C(=O)N1[C@H]([C@H](C(C1)(F)F)NS(=O)(=O)CC)CC=1C(=C(C=CC1)C1=CC=CC=C1)F N-{(2S,3R)-1-(cyclopropanecarbonyl)-4,4-difluoro-2-[(2-fluoro[1,1'-biphenyl]-3-yl)methyl]pyrrolidin-3-yl}ethanesulfonamide